[7-[4-(trifluoromethoxy)phenyl]oxazolo[5,4-b]pyridin-5-yl]methylamine FC(OC1=CC=C(C=C1)C1=C2C(=NC(=C1)CN)OC=N2)(F)F